COC=1C=C2CCN(CC2=CC1NC=1N=NC(=C(N1)NC1=C(C=CC=C1)C)C(=O)N)C ((6-methoxy-2-methyl-1,2,3,4-tetrahydroisoquinolin-7-yl)amino)-5-(o-tolylamino)-1,2,4-triazine-6-carboxamide